N1=CNC(C2=C1C=1C(=NC=3CCCCC3C1)S2)=O 7,8,9,10-tetrahydropyrimido[4',5':4,5]thieno[2,3-b]quinolin-4(3H)-one